3,4-bis(dimethylphosphino)-2-cyclopentylthiophene CP(C1=C(SC=C1P(C)C)C1CCCC1)C